N-(2-(3-(2-Chloro-5-fluoropyrimidin-4-yl)-3-azabicyclo[3.1.0]hexan-6-yl)ethyl)-1H-pyrazolo[3,4-b]pyridin-5-carboxamid ClC1=NC=C(C(=N1)N1CC2C(C2C1)CCNC(=O)C=1C=C2C(=NC1)NN=C2)F